((2-chloro-4-(trifluoromethyl)phenoxy)methyl)-5-fluorobenzoic acid methyl ester COC(C1=C(C=CC(=C1)F)COC1=C(C=C(C=C1)C(F)(F)F)Cl)=O